F.[C] carbon Hydrofluoride